6-(3-(4-methoxyphenyl)-1,2,4-oxadiazol-5-yl)-N-(3-(4-methylpiperazin-1-yl)propyl)pyridazin-3-amine COC1=CC=C(C=C1)C1=NOC(=N1)C1=CC=C(N=N1)NCCCN1CCN(CC1)C